1-dimethylethoxysilylethyl-9-bis(diethylamino)methylsilylethyl-1,1,3,3,5,5,7,7,9,9-Decamethylpentasiloxane C[Si](C(C)[Si](O[Si](O[Si](O[Si](O[Si](C)(C)CC[SiH2]C(N(CC)CC)N(CC)CC)(C)C)(C)C)(C)C)(C)C)(OCC)C